bis[2-(propyldimethoxysilyl)1-phenyl-3-butyl-1,3-propanedione] platinum (II) [Pt+2].C(CC)[Si](C(C(=O)C1=CC=CC=C1)C(=O)CCCC)(OC)OC.C(CC)[Si](C(C(=O)C1=CC=CC=C1)C(=O)CCCC)(OC)OC